(2-Ethylpyrazol-1-yl)(5-((7-fluoro-2,3-dihydrobenzo[b][1,4]dioxin-5-yl)amino)-7-(methylamino)pyrazolo[1,5-a]pyrimidin-3-yl)methanone C(C)N1N(C=CC1)C(=O)C=1C=NN2C1N=C(C=C2NC)NC2=CC(=CC=1OCCOC12)F